6-Cyclobutoxy-4-(3-(3-(difluoromethyl)-5,6,7,8-tetrahydro-[1,2,4]triazolo[4,3-a]pyrazine-7-carbonyl)-4-fluorobenzyl)phthalazin-1(2H)-one C1(CCC1)OC=1C=C2C(=NNC(C2=CC1)=O)CC1=CC(=C(C=C1)F)C(=O)N1CC=2N(CC1)C(=NN2)C(F)F